C(CCCCCCCCCCCCCCCCCCCCC)C1=CC=C(C=C1)C(C1=CC=C(C=C1)CCCCCCCCCCCCCCCCCCCCCC)N bis[4-(behenyl)phenyl]methylamine